C1=CN=CC=CC=CC2=C1C=CC=C2 [3]benzazecine